CC1CCCC(C2CCC2CN2CC3(COC4=CC=C(C(NS(C1C)(=O)=O)=O)C=C24)CCCC2=CC=CC=C23)=O 11',12'-dimethyl-3,4-dihydro-2H,7'H,15'H-spiro[naphthalene-1,22'-[20]oxa[13]thia[1,14]diazatetracyclo[14.7.2.03,6.019,24]pentacosa[16,18,24]-triene]-7',15'-dione 13',13'-dioxide